C(C1=CC=CC=C1)O[C@@H]1C[C@H](N(C1)C([C@H](C(C)(C)C)NC(CCCCCCCC(=O)O)=O)=O)C(NCC1=CC=C(C=C1)C1=C(N=CS1)C)=O 9-(((S)-1-((2S,4R)-4-(benzyloxy)-2-((4-(4-methylthiazol-5-yl)benzyl)carbamoyl)pyrrolidin-1-yl)-3,3-dimethyl-1-oxobutan-2-yl)amino)-9-oxononanoic acid